N=1C=CN2C1C=C(C=C2)C2=CN=CC1=C2SCCN1S(=O)(=O)C1=CC=C(C#N)C=C1 4-((8-(imidazo[1,2-a]pyridin-7-yl)-2,3-dihydro-4H-pyrido[4,3-b][1,4]thiazin-4-yl)sulfonyl)benzonitrile